3,4-bis(4-methylbenzyl)-5-phenylfuran-2(5H)-one CC1=CC=C(CC=2C(OC(C2CC2=CC=C(C=C2)C)C2=CC=CC=C2)=O)C=C1